C(CCC)(=O)N1[C@@H](CCC1)C(=O)O N-butanoyl-Proline